(S)-1-(4-chlorophenyl)-N-((tetrahydrofuran-2-yl)methyl)pyrido[3,4-d]pyridazin-4-amine ClC1=CC=C(C=C1)C1=C2C(=C(N=N1)NC[C@H]1OCCC1)C=NC=C2